1-bromo-3-fluoro-2-methoxy-5-(trifluoromethyl)benzene BrC1=C(C(=CC(=C1)C(F)(F)F)F)OC